CN(C)CC1=NC2=C(C=CC=C2C=C1)NS(=O)(=O)C1=CC(=CC=C1)S(=O)(=O)N N-(2-((Dimethylamino)methyl)quinolin-8-yl)benzene-1,3-disulfonamide